OC1=CC=C(C=C1)C1(CC(=CC=C1)OC)C(C=C)=O 1-(4-hydroxyphenyl)-3-methoxyphenyl-2-propen-1-one